C12OCC(NC1)(C2)CO 2-oxa-5-azabicyclo[2.2.1]heptan-4-ylmethanol